bromo-6-chloro-3-(3-ethoxy-3-oxopropyl)-1H-indole-2-carboxylic acid ethyl ester C(C)OC(=O)C=1N(C2=CC(=CC=C2C1CCC(=O)OCC)Cl)Br